FC(C1=CC=C(N=N1)CNC1CC1)(F)F N-[[6-(trifluoromethyl)pyridazin-3-yl]methyl]cyclopropanamine